FC1=C(C=CC(=C1F)OC)C1=CN=C2N1C=CN=C2NC2=CC(=C(C(=O)NCC(=O)N(C)CCN(C(OC(C)(C)C)=O)C)C=C2)CC tert-butyl (2-(2-(4-((3-(2,3-difluoro-4-methoxyphenyl)imidazo[1,2-a]pyrazin-8-yl)amino)-2-ethylbenzamido)-N-methylacetamido)ethyl)(methyl)carbamate